(2R,3S,4S,5R)-N-(6-((S)-1,2-dihydroxyethyl)pyridin-3-yl)-3-(2-ethoxy-3,4-difluorophenyl)-4,5-dimethyl-5-(trifluoromethyl)tetrahydrofuran-2-carboxamide O[C@H](CO)C1=CC=C(C=N1)NC(=O)[C@@H]1O[C@]([C@H]([C@H]1C1=C(C(=C(C=C1)F)F)OCC)C)(C(F)(F)F)C